(S)-1-(4-Fluoro-1H-benzo[d]imidazol-2-yl)ethan-1-amine FC1=CC=CC=2NC(=NC21)[C@H](C)N